BrCC1=C(C2=CC=CC=C2C=C1)Br 2-(bromomethyl)-1-bromonaphthalene